C12CN(CC2C1)C1=CC=C(C(=N1)C)CN1N=C(C(=C1)C(=O)OCC)C(=C)C ethyl 1-[(6-{3-azabicyclo[3.1.0]hex-3-yl}-2-methylpyridin-3-yl) methyl]-3-(prop-1-en-2-yl)-1H-pyrazole-4-carboxylate